[Se]=[Te].[Cd] Cadmium Selenium Telluride